O1CC(C1)OC=1C=C2C(=NN(C2=CC1)C1OCCCC1)C1=NC=CC(=N1)N1N=CC(=C1)CCO 2-[1-[2-[5-(oxetan-3-yloxy)-1-tetrahydropyran-2-yl-indazol-3-yl]pyrimidin-4-yl]pyrazole-4-yl]ethanol